2-(2,4-Difluorophenoxy)-2-methyl-1-(4-((4-(trifluoromethoxy)phenyl)sulfonyl)piperazin-1-yl)propan-1-one FC1=C(OC(C(=O)N2CCN(CC2)S(=O)(=O)C2=CC=C(C=C2)OC(F)(F)F)(C)C)C=CC(=C1)F